methyl 2-(benzyloxy)-4-chlorobenzoate C(C1=CC=CC=C1)OC1=C(C(=O)OC)C=CC(=C1)Cl